ClC1=C(C(=CC2=C1N=C(S2)C2=C1N=CC(=NC1=CC(=C2C)C)OC)OC)F 4-chloro-5-fluoro-6-methoxy-2-(2-methoxy-6,7-dimethylquinoxalin-5-yl)benzo[d]thiazole